4-[4-(2-aminoethyl)phenyl]-3-(6-phenylpyridazin-4-yl)oxybenzonitrile NCCC1=CC=C(C=C1)C1=C(C=C(C#N)C=C1)OC1=CN=NC(=C1)C1=CC=CC=C1